C1(=CC=CC=C1)P(CC1=C(C=CC=C1)O)(C1=CC=CC=C1)=O diphenyl(2-hydroxybenzyl)phosphine oxide